NC1=C(C(=NN1C(C)C)C1=CC=C(C=C1)CC(NC=1SC(=NN1)CC(F)(F)F)=O)C(=O)N 5-Amino-1-isopropyl-3-(4-(2-oxo-2-((5-(2,2,2-trifluoroethyl)-1,3,4-thiadiazol-2-yl)amino)ethyl)phenyl)-1H-pyrazole-4-carboxamide